C(C)(C)(C)C=1C=C(/C=C/C(=O)O)C=C(C1O)C(C)(C)C trans-3,5-di-tert-butyl-4-hydroxy-cinnamic acid